N1(CCCC1)CCNC(=O)OC(CCC(=O)OCC(COC(CCC(OCCCC\C=C/CC)OCCCC\C=C/CC)=O)COC(CCCCCCOC(C(CCCCCC)CCCC)=O)=O)CCCCCC 3-((4,4-bis(((Z)-oct-5-en-1-yl)oxy)butanoyl)oxy)-2-(((7-((2-butyloctanoyl)oxy)heptanoyl)oxy)methyl)propyl 4-(((2-(pyrrolidin-1-yl)ethyl)carbamoyl)oxy)decanoate